(1R,2S)-5,7-Dichloro-2-hydroxy-2,3-dihydro-1H-inden-1-yl-carbamat ClC=1C=C2C[C@@H]([C@@H](C2=C(C1)Cl)NC([O-])=O)O